Imidazo[1,2-b]Pyridazin-6-amine N=1C=CN2N=C(C=CC21)N